OC1=C(C=CC=C1O)CCCCCCCCCC(C)=O 11-(2,3-dihydroxyphenyl)undecan-2-one